FC(C1=CC(=NN1C)C(=O)O\N=C(/N)\C1(CC1)C1=CC=NC=C1)F (Z)-N'-((5-(difluoromethyl)-1-methyl-1H-pyrazole-3-carbonyl)oxy)-1-(pyridin-4-yl)cyclopropane-1-carboximidamide